C(C(=C)C)(=O)OCCOCCOCCO triethylene glycol monomethacrylate